NC1(CCN(CC1)C1=NC(=C2C(=N1)NN=C2C2=C(C1=C(N(N=C1C=C2)C)Cl)Cl)C(=O)N)C(C2=CC=CC=C2)F 6-(4-amino-4-(fluoro(phenyl)methyl)piperidin-1-yl)-3-(3,4-dichloro-2-Methyl-2H-indazol-5-yl)-1H-pyrazolo[3,4-d]pyrimidine-4-carboxamide